ClC=1C=C(C=C(C1OC1=NNC(C=C1C(C([2H])([2H])[2H])C([2H])([2H])[2H])=O)F)N1N=C(C(NC1=O)=O)C#N 2-(3-chloro-5-fluoro-4-((6-oxo-4-(propan-2-yl-1,1,1,3,3,3-d6)-1,6-dihydropyridazin-3-yl)oxy)phenyl)-3,5-dioxo-2,3,4,5-tetrahydro-1,2,4-triazine-6-carbonitrile